menthylthymylether C1(CC(C(CC1)C(C)C)OC1=CC(C)=CC=C1C(C)C)C